C(C)(=O)C1CC=CC1(C(=O)N)C 5-acetyl-methylcyclopent-2-ene-1-carboxamide